6-Methoxy-N-(3-methoxy-5-((tetrahydrofuran-3-yl)methoxy)phenyl)quinolin-4-amine COC=1C=C2C(=CC=NC2=CC1)NC1=CC(=CC(=C1)OCC1COCC1)OC